1-(4-nitro-2-(trifluoromethyl)phenyl)ethan-1-one [N+](=O)([O-])C1=CC(=C(C=C1)C(C)=O)C(F)(F)F